N1(CCNCC1)C1=CC=CC=N1 6-(piperazin-1-yl)pyridine